5-amino-3-[2,5-difluoro-4-[[(5-fluoro-2-methoxy-benzoyl)amino]methyl]phenyl]-1-tetrahydropyran-4-yl-pyrazole-4-carboxamide NC1=C(C(=NN1C1CCOCC1)C1=C(C=C(C(=C1)F)CNC(C1=C(C=CC(=C1)F)OC)=O)F)C(=O)N